(2R)-[1,4]dioxan-2-yl-methanol O1[C@@H](COCC1)CO